3-[4-[[(3R)-1-tert-butoxycarbonyl-3-piperidyl]-[2-fluoro-4-(1-methyltriazol-4-yl)benzoyl]amino]thieno[3,2-c]pyridin-2-yl]benzoic acid C(C)(C)(C)OC(=O)N1C[C@@H](CCC1)N(C1=NC=CC2=C1C=C(S2)C=2C=C(C(=O)O)C=CC2)C(C2=C(C=C(C=C2)C=2N=NN(C2)C)F)=O